N-(5-(2,6-Difluoro-4-methoxyphenyl)-2-(4-methoxy-6-((1,1,1-trifluoro-3-hydroxypropan-2-yl)oxy)pyridin-2-yl)-1-methyl-3-oxo-2,3-dihydro-1H-pyrazol-4-yl)-4-(difluoromethoxy)benzamide FC1=C(C(=CC(=C1)OC)F)C1=C(C(N(N1C)C1=NC(=CC(=C1)OC)OC(C(F)(F)F)CO)=O)NC(C1=CC=C(C=C1)OC(F)F)=O